O(C1=CC=CC=C1)CC#CC=1C2(C3=CC=CC=C3C1)CCC1(CC2)OCCO1 2''-(3-Phenoxyprop-1-yn-1-yl)dispiro[[1,3]dioxolane-2,1'-cyclohexane-4',1''-indene]